N1=CC(=CC2=CC=CC=C12)[C@H](CC(=O)O)N1N=C2C=C(C=CC2=C1)CCCC1=NC=2NCCCC2C=C1 (S)-3-(quinolin-3-yl)-3-(6-(3-(5,6,7,8-tetrahydro-1,8-naphthyridin-2-yl)propyl)-2H-indazol-2-yl)propionic acid